[3,3'-bipyridine]-6-carboxamide N1=CC(=CC=C1C(=O)N)C=1C=NC=CC1